C(C)(C)(C)C1=NC(=CC(N1)(C)C(C)(C)C)C(C)(C)C 2,4,6-tri-tert-butyl-4-methylpyrimidine